3-(1-(N-(6-(8-(benzo[d]thiazol-2-ylcarbamoyl)-3,4-dihydroisoquinolin-2(1H)-yl)-3-(1-(cyclohexylmethyl)-5-methyl-1H-pyrazol-4-yl)picolinoyl)sulfamoyl)piperidin-4-yl)propiolic acid S1C(=NC2=C1C=CC=C2)NC(=O)C=2C=CC=C1CCN(CC21)C2=CC=C(C(=N2)C(=O)NS(=O)(=O)N2CCC(CC2)C#CC(=O)O)C=2C=NN(C2C)CC2CCCCC2